CC1(CCCCC1)C(=O)NC=1SC2=C(N1)C(=C(C(=C2)F)F)F 1-methyl-N-(4,5,6-trifluoro-1,3-benzothiazol-2-yl)cyclohexane-1-carboxamide